tert-butyl (2R,3S,4S)-4-[(tert-butoxycarbonyl)oxy]-3-[(4-nitrophenoxycarbonyl)oxy]-2-{[4-(1,3,4-thiadiazol-2-yl)phenyl]methyl}pyrrolidine-1-carboxylate C(C)(C)(C)OC(=O)O[C@@H]1[C@H]([C@H](N(C1)C(=O)OC(C)(C)C)CC1=CC=C(C=C1)C=1SC=NN1)OC(=O)OC1=CC=C(C=C1)[N+](=O)[O-]